2-(4-(8-((4-(4-(L-alanyl)piperazine-1-carbonyl)-3-fluoro-5-methylphenyl)amino)imidazo[1,2-a]pyrazin-3-yl)-3-(trifluoromethyl)-1H-pyrazol-1-yl)acetonitrile N[C@@H](C)C(=O)N1CCN(CC1)C(=O)C1=C(C=C(C=C1C)NC=1C=2N(C=CN1)C(=CN2)C=2C(=NN(C2)CC#N)C(F)(F)F)F